pyridin-2-yl-2-methylbenzoate N1=C(C=CC=C1)OC(C1=C(C=CC=C1)C)=O